Cl.Cl.CC1=CC=C2C(=N1)[C@H](C1(O2)CC1)CN |r| rac-1-(5'-methyl-3'H-spiro[cyclopropane-1,2'-furo[3,2-b]pyridin]-3'-yl)methanamine dihydrochloride